C12N(CC(N(C1)CCCN(C)CCC(=O)OC(CCCCCCCCC)CCCCCCCCCCC)C2)CCCN(C)CCC(=O)OC(CCCCCCCCC)CCCCCCCCCCC di(henicosan-10-yl) 3,3'-(((2,5-diazabicyclo[2.2.1]heptane-2,5-diyl)bis(propane-3,1-diyl))bis(methylazanediyl))dipropionate